C(CCCCC)N(C)C hexyl(dimethyl)amine